1-(4-aminobenzoyl)-N-(4-(6-((2S,6R)-2,6-dimethylmorpholino)pyridin-2-yl)thiazol-2-yl)pyrrolidine-2-carboxamide hydrochloride Cl.NC1=CC=C(C(=O)N2C(CCC2)C(=O)NC=2SC=C(N2)C2=NC(=CC=C2)N2C[C@@H](O[C@@H](C2)C)C)C=C1